N-(3,4-diethoxyphenylethyl)-3,4-diethoxyphenylacetamide C(C)OC=1C=C(C=CC1OCC)CCNC(CC1=CC(=C(C=C1)OCC)OCC)=O